4-fluoro-4-(hydroxymethyl)piperidine-1-carboxylic acid 4-bromobenzyl ester BrC1=CC=C(COC(=O)N2CCC(CC2)(CO)F)C=C1